The molecule is a dicarboxylic acid resulting from the hydrolysis of the ethyl ester group of quinapril to give the corresponding dicarboxylic acid. The active angiotensin-converting enzyme inhibitor (ACE inhibitor) of the prodrug quinapril. It has a role as an EC 3.4.15.1 (peptidyl-dipeptidase A) inhibitor, an antihypertensive agent and a vasodilator agent. It is a dicarboxylic acid, a member of isoquinolines and a tertiary carboxamide. C[C@@H](C(=O)N1CC2=CC=CC=C2C[C@H]1C(=O)O)N[C@@H](CCC3=CC=CC=C3)C(=O)O